N4-[(1S)-1-benzyl-2-methoxy-ethyl]quinoline-3,4-diamine C(C1=CC=CC=C1)[C@@H](COC)NC1=C(C=NC2=CC=CC=C12)N